ClC1=C(C=C(C=C1)C1=NN(C(=N1)CC(=O)NCC1=CC2=C(NC(N2)=O)C=C1)CC)F 2-[3-(4-Chloro-3-fluorophenyl)-1-ethyl-1H-1,2,4-triazol-5-yl]-N-[(2-oxo-2,3-dihydro-1H-benzo[d]imidazol-5-yl)methyl]acetamid